rac-1-(4-(benzyloxy)phenyl)-2-((3aR,5s,6aS)-5-(4-fluorophenoxy)hexahydrocyclopenta[c]pyrrol-2(1H)-yl)ethanol C(C1=CC=CC=C1)OC1=CC=C(C=C1)C(CN1C[C@@H]2[C@H](C1)CC(C2)OC2=CC=C(C=C2)F)O